CN(C1=NC(=NC2=CC=CC=C12)C)C=1C=C2C=C(N(C2=CC1)C)C N,2-dimethyl-N-(1,2-dimethylindol-5-yl)quinazolin-4-amine